C(C1=CC=CC=C1)(=O)N1CCN(CC1)C=1N=C(C(=NC1)C1=CC=C(C(=O)O)C=C1)C1=CC=CC=C1 4-(5-(4-benzoylpiperazin-1-yl)-3-phenylpyrazin-2-yl)benzoic acid